2,2-diethyl-4-(2-chlorophenyl)-1-p-nitrobenzenesulfonylpyrrolidine C(C)C1(N(CC(C1)C1=C(C=CC=C1)Cl)S(=O)(=O)C1=CC=C(C=C1)[N+](=O)[O-])CC